FC1=CC=C(C=C1)C1=CC(=CC=C1)NCC(=O)C1=CC=C(C=C1)C1=NOC(=N1)C(F)(F)F 2-((4'-fluoro-[1,1'-biphenyl]-3-yl)amino)-1-(4-(5-(trifluoromethyl)-1,2,4-oxadiazol-3-yl)phenyl)ethan-1-one